dimethylhydroxylamine hydrochloride Salt Cl.CN(O)C